1,3-bis(adamantan-1-yl)imidazolium bromide [Br-].C12(CC3CC(CC(C1)C3)C2)N2C=[N+](C=C2)C23CC1CC(CC(C2)C1)C3